C(CCC)OC=1C=C(C=CC1)C1=C(C=C(C=C1)C1=NC2=CC=C(C=C2C(=C1)C(=O)O)F)C 2-(3'-butoxy-2-methyl-[1,1'-biphenyl]-4-yl)-6-fluoroquinoline-4-carboxylic acid